COCCN1N=C(C=C1)C1(CC1)N 1-[1-(2-methoxyethyl)pyrazol-3-yl]Cyclopropylamine